COC1=NNC=C1C1N(CCC1)CC1=CC=C(OC2=CC=C(C(=O)N)C=C2)C=C1 (-)-4-(4-{[2-(3-Methoxy-1H-pyrazol-4-yl)pyrrolidin-1-yl]methyl}phenoxy)benzamid